(R)-1-(1-methyl-1H-pyrazol-3-yl)-5-(2-(methylamino)-1H-benzo[d]imidazol-1-yl)-3-(3-methylmorpholino)pyrazin-2(1H)-one CN1N=C(C=C1)N1C(C(=NC(=C1)N1C(=NC2=C1C=CC=C2)NC)N2[C@@H](COCC2)C)=O